N-[(1R,5R,6R)-3-carbamoyl-6-bicyclo[3.2.0]heptyl]-1-[(2R)-2-(4-cyclopropyltriazol-1-yl)-3,3-dimethyl-butyryl]-4-hydroxy-pyrrolidine-2-carboxamide C(N)(=O)C1C[C@@H]2C[C@H]([C@@H]2C1)NC(=O)C1N(CC(C1)O)C([C@@H](C(C)(C)C)N1N=NC(=C1)C1CC1)=O